CC(CNC1=CC=C(C=C1)N)(CC)C N-(2,2-dimethylbutyl)benzene-1,4-diamine